[Eu].[Co] cobalt-europium